methyl 1-ethyl-1-oxo-3H-1,2-benzothiazole-6-carboxylate C(C)S1(NCC2=C1C=C(C=C2)C(=O)OC)=O